C1(CCC1)COC1=CC(=C2C(NC(=NC2=C1)CSC1CCNCC1)=O)F 7-(cyclobutylmethoxy)-5-fluoro-2-((piperidin-4-ylsulfanyl)methyl)quinazolin-4(3H)-one